C(C)(=O)C1=CC=C(C=N1)S(=O)(=O)NC=1C(=CC=C2C=NN(C12)C)OC 6-acetyl-N-(6-methoxy-1-methylindazol-7-yl)pyridine-3-sulfonamide